O=C(CCCNC([O-])=O)C1=CC=CC=C1 (4-oxo-4-phenyl-butyl)carbamate